1-(Bicyclo[1.1.1]pent-1-yl)-3-(3-chloro-4-fluorophenyl)-1-((5-(trifluoromethyl)-1H-pyrazol-3-yl)methyl)urea C12(CC(C1)C2)N(C(=O)NC2=CC(=C(C=C2)F)Cl)CC2=NNC(=C2)C(F)(F)F